3-(4-(4-(piperidin-4-ylmethyl)piperazin-1-yl)phenyl)piperidine-2,6-dione hydrochloride Cl.N1CCC(CC1)CN1CCN(CC1)C1=CC=C(C=C1)C1C(NC(CC1)=O)=O